P(O)(=O)(OP(=O)(O)OP(=O)(O)O)OC[C@@H]1[C@H]([C@H]([C@@H](O1)N1C=NC=2C(=O)NC(N)=NC12)OC)O 2'-O-Methylguanosine-5'-Triphosphate